(7,7-dimethyl-4,5,6,7-tetrahydrobenzo[d]thiazol-2-yl)methanol CC1(CCCC=2N=C(SC21)CO)C